L-pyroglutamyl-L-histidyl-L-tryptophyl-L-seryl-L-tyrosyl-D-leucyl-L-leucyl-L-arginyl-L-proline ethylamide C(C)NC([C@H]1N(CCC1)C([C@@H](NC([C@@H](NC([C@H](NC([C@@H](NC([C@@H](NC([C@@H](NC([C@@H](NC([C@H]1NC(CC1)=O)=O)CC1=CNC=N1)=O)CC1=CNC2=CC=CC=C12)=O)CO)=O)CC1=CC=C(C=C1)O)=O)CC(C)C)=O)CC(C)C)=O)CCCNC(N)=N)=O)=O